FC(OC=1C=NC=NC1)F 5-(difluoromethoxy)pyrimidin